S1C(=NC2=C1C=CC=C2)C=2C=C(OCCCOC1=CC3=C(C(=CC(O3)=O)C)C=C1)C=CC2 7-(3-(3-(benzo[d]thiazol-2-yl)phenoxy)propoxy)-4-methyl-2H-benzopyran-2-one